FC(C=1C=C(N=NC1C1=C(C(=CC(=C1)F)F)F)NC1C[C@@H]2[C@@H](CN(C2)CC2CCOCC2)C1)F (3aR,5s,6aS)-N-(5-(difluoromethyl)-6-(2,3,5-trifluorophenyl)pyridazin-3-yl)-2-((tetrahydro-2H-pyran-4-yl)methyl)octahydrocyclopenta[c]pyrrol-5-amine